NC1=CC=C(C[C@H](NC(N)=O)C(=O)O)C=C1 4-amino-carbamoyl-phenylalanine